N1=C(C=CC=C1)[C@@H]1CCOC2(CCCC2)C1 (9R)-9-(pyridin-2-yl)-6-oxaspiro[4.5]decan